O=S1(CCC(CC1)NC1=C2C=C(N(C2=CC=C1)CC(F)(F)F)C#CCNC=1C=CC(=NC1)C(=O)NC1CCOCC1)=O 5-[(3-{4-[(1,1-dioxo-1λ6-thian-4-yl)amino]-1-(2,2,2-trifluoroethyl)-1H-indol-2-yl}prop-2-yn-1-yl)amino]-N-(oxan-4-yl)pyridine-2-carboxamide